copper-nickel-lead [Pb].[Ni].[Cu]